[Al].[Li] LITHIUM-ALUMINUM